C(C)(=O)O[C@H]1[C@H](O[C@@H]([C@@H]([C@H]1OC(C)=O)OC(C)=O)SCCCC=C)COC(C)=O (2R,3S,4S,5R,6R)-2-(acetoxymethyl)-6-(pent-4-en-1-ylthio)tetrahydro-2H-pyran-3,4,5-triyl triacetate